(R)-1-(6-oxo-5-(trifluoromethyl)-1,6-dihydropyridazin-4-yl)azetidin O=C1C(=C(C=NN1)N1CCC1)C(F)(F)F